BrC1=C(C=C(C=C1)F)COC(C)(C)C 1-bromo-2-(tert-butoxymethyl)-4-fluorobenzene